Cl[Si](N(CC)CC)(C)C 1-chloro-N,N-diethyl-1,1-dimethylsilanamine